FC=1C(=NC(=NC1)NC=1C=NC(=CC1OC)N1CCN(CC1)C1COC1)NC=1C(=NC2=CC=CC=C2C1)C(=O)N 3-(5-fluoro-2-{4-methoxy-6-[4-(3-oxetanyl)-1-piperazinyl]-3-pyridylamino}-4-pyrimidinylamino)-2-quinolinecarboxamide